O=C1NN=C(C2=CC=CC=C12)OS(=O)(=O)C(F)(F)F.CC1C(C2=CC=C(C=C2C1)OC)=O methyl-5-methoxy-1-indanone 4-oxo-3,4-dihydro-phthalazin-1-yl-triflate